BrC(OC=1C(=NC(=CC1)I)Cl)(F)F 3-(Bromodifluoromethoxy)-2-chloro-6-iodopyridin